C[C@@H]1CN(C[C@@H](O1)C)C(=O)C=1C2=C(N(N1)CC(=O)N1CCC(CC1)C1=C3C=CN=CC3=CC=C1)CCC2 2-{3-[(2R,6S)-2,6-Dimethylmorpholin-4-carbonyl]-5,6-dihydrocyclopenta[c]pyrazol-1(4H)-yl}-1-[4-(isochinolin-5-yl)piperidin-1-yl]ethan-1-on